3-(4-methylimidazol-1-yl)-5-(trifluoromethyl)aniline [3,3'-Bipyridin]-5-ylmethyl-5-acetyl-2,6-dimethyl-4-(thieno[2,3-b]pyridin-3-yl)-1,4-dihydropyridin-3-carboxylat N1=CC(=CC(=C1)COC(=O)C1=C(NC(=C(C1C1=CSC2=NC=CC=C21)C(C)=O)C)C)C=2C=NC=CC2.CC=2N=CN(C2)C=2C=C(N)C=C(C2)C(F)(F)F